[2-(4-cyclopropyl-6-methoxy-pyrimidin-5-yl)-4-methyl-5H-pyrrolo[3,2-d]pyrimidin-7-yl]-[4-[1-methyl-4-(trifluoromethyl)imidazol-2-yl]phenyl]methanol C1(CC1)C1=NC=NC(=C1C=1N=C(C2=C(N1)C(=CN2)C(O)C2=CC=C(C=C2)C=2N(C=C(N2)C(F)(F)F)C)C)OC